C(C=C)(=O)NC=1C=CC(=NC1)C(=O)O 5-acrylamidopyridinecarboxylic acid